4-pyrimidone N1=CNC(C=C1)=O